(1R,3R)-2,2-dichloro-N-(3-(2-ethoxypropionamido)-2,4-difluorophenyl)-3-(3,4,5-trichlorophenyl)cyclopropane-1-carboxamide ClC1([C@H]([C@@H]1C1=CC(=C(C(=C1)Cl)Cl)Cl)C(=O)NC1=C(C(=C(C=C1)F)NC(C(C)OCC)=O)F)Cl